SCCC(C(=O)O)NC(CCCCC1SC[C@@H]2NC(N[C@@H]21)=O)=O 4-mercapto-2-(5-((3aS,6aR)-2-oxohexa-hydro-1H-thieno[3,4-d]imidazol-4-yl)pentan-amido)butanoic acid